O1C(CCCC1)CN1C=NC2=C1C=C(C=C2)C(=O)[O-] 1-(oxan-2-ylmethyl)-1H-benzo[d]imidazole-6-carboxylate